1-(2-bromoethyl) cyclopropylmethanesulfonate C1(CC1)CS(=O)(=O)OCCBr